C1(=CC=CC=C1)COC=1C=NC=C(C1)C(F)(F)F 3-(phenylmethyloxy)-5-(trifluoromethyl)pyridine